N1=C(N=CC=C1)S[C@@H]1CN(C[C@H]1OCC1=CC=C(C=C1)C(F)(F)F)C(C=C)=O 1-(trans-3-(pyrimidin-2-ylthio)-4-((4-(trifluoromethyl)benzyl)oxy)pyrrolidin-1-yl)prop-2-en-1-one